C(#N)C=1C(=C(C(=O)NC2=CC=C3C=NN(C3=C2)C=2C=NN(C2)C)C=CC1)I 3-cyano-2-iodo-N-[1-(1-methylpyrazol-4-yl)indazol-6-yl]benzamide